C(C1=CC=CC=C1)N1CC2=C(N=C(N=C2Cl)Cl)CC1 6-Benzyl-2,4-dichloro-5,6,7,8-tetrahydropyridino[4,3-D]pyrimidine